ethyl 7-chloro-3-isopropylimidazo[1,5-a]pyridine-1-carboxylate ClC1=CC=2N(C=C1)C(=NC2C(=O)OCC)C(C)C